COS(=O)(=O)C1=CC=C(C)C=C1.C1(CCCCC1)N=C=NCCN1CCOCC1 N-Cyclohexyl-N'-(2-morpholinoethyl)carbodiimide methyl-p-toluenesulfonate